BrC1=C(C=C(C=C1)CBr)C 1-bromo-4-(bromomethyl)-2-methylbenzene